N1C=C(C2=CC=CC=C12)C=1CCN(CC1)CCC(O)C=1C=C2C=CN(C2=CC1)C(C)=O 1-(5-(3-(4-(1H-indol-3-yl)-3,6-dihydropyridin-1(2H)-yl)-1-hydroxypropyl)indol-1-yl)ethan-1-one